ClC1=C(NC2=NC=CC=C21)C2=C1N(C=3N=CN=C(C32)N)C(CN(C1)CCN1CCOCC1)(C)C 5-(3-chloro-1H-pyrrolo[2,3-b]pyridin-2-yl)-9,9-dimethyl-7-(2-morpholinoethyl)-6,7,8,9-tetrahydropyrazino[1',2':1,5]pyrrolo[2,3-d]pyrimidin-4-amine